(1r,5s,6s)-3-benzyl-6-(3-(tert-butyl)phenyl)-3-azabicyclo[3.1.0]hexane-2,4-dione C(C1=CC=CC=C1)N1C([C@@H]2C([C@@H]2C1=O)C1=CC(=CC=C1)C(C)(C)C)=O